NCC#CC1=CC=CC=2N(C(N(C21)C)=O)C2C(NC(CC2)=O)=O 3-[4-(3-Aminoprop-1-ynyl)-3-methyl-2-oxo-benzimidazol-1-yl]Piperidine-2,6-dione